ClC=1C=C2C(=C3C1NC(NC31CCCCC1)=O)OC(=N2)CN(C)CCO 5-chloro-2-{[(2-hydroxyethyl)(methyl)amino]methyl}-7,8-dihydro-6H-spiro[[1,3]oxazolo[5,4-f]quinazoline-9,1'-cyclohexan]-7-one